C(#CCCC)[SiH3] penta-1-ynyl-silane